(1S,2S,3R,4S,5S)-2,3,4-tris(phenoxy)-1-[(phenoxy)methyl]-5-[bis(hydroxymethyl)amino]cyclohexan-1-ol O(C1=CC=CC=C1)[C@@H]1[C@@](C[C@@H]([C@@H]([C@H]1OC1=CC=CC=C1)OC1=CC=CC=C1)N(CO)CO)(O)COC1=CC=CC=C1